FC1=C(C=CC=C1B1OC(C(O1)(C)C)(C)C)N(C(C=C)=O)C N-(2-fluoro-3-(4,4,5,5-tetramethyl-1,3,2-dioxaborolan-2-yl)phenyl)-N-methylacrylamide